4-((3-(4-methyl-7-oxo-1,4-diazepan-1-yl)propyl)amino)pyrimidine-5-carbonitrile CN1CCN(C(CC1)=O)CCCNC1=NC=NC=C1C#N